5-fluoro-1-methyl-1H-indazol-3-yl-piperidine FC=1C=C2C(=NN(C2=CC1)C)N1CCCCC1